racemic-(1r,2r)-2-(3-((E)-4-hydroxybut-2-en-2-yl)phenyl)cyclopropane-1-carboxylic acid ethyl ester C(C)OC(=O)[C@H]1[C@@H](C1)C1=CC(=CC=C1)\C(\C)=C\CO |r|